C(C1=CC=CC=C1)ONC(C1=C(C=CC(=C1)Cl)SC1=CC=CC=C1)=O N-(benzyloxy)-2-(phenylmercapto)-5-chlorobenzamide